1-(pyridin-2-yl)cyclobutanecarboxylic acid HCl Cl.N1=C(C=CC=C1)C1(CCC1)C(=O)O